1-(4-(trifluoromethyl)phenyl)piperazine 2HCl Cl.Cl.FC(C1=CC=C(C=C1)N1CCNCC1)(F)F